NC12CC(C1)(C2)CO (3-aminobicyclo[1.1.1]pent-1-yl)methanol